FC1([C@H](CN(CC1)[C@H](C(NC1=NC=C(C=C1)OC1=C(C(=C(C=C1)F)F)F)=O)C)C1=CC=[N+](C=C1)[O-])F 4-((S)-4,4-difluoro-1-((S)-1-oxo-1-((5-(2,3,4-trifluorophenoxy)pyridin-2-yl)amino)propan-2-yl)piperidin-3-yl)pyridine 1-oxide